FC1=CC(=C(C=C1)NC=1C(=NC(=CC1)O)C(=O)O)C(C)C 3-((4-fluoro-2-isopropylphenyl)amino)-6-hydroxypicolinic acid